CN1CCCCC1 1-METHYLPIPERIDIN